C(C)OC[C@@H](C)NC(=O)C1CN(C1)C1=CC(=C2C(C(=CN(C2=N1)C1=NC(=NS1)C=1C=NC=CC1)C(=O)O)=O)C 7-(3-{[(2R)-1-ethoxypropan-2-yl]carbamoyl}azetidin-1-yl)-5-methyl-4-oxo-1-[3-(pyridin-3-yl)-1,2,4-thiadiazol-5-yl]-1,4-dihydro-1,8-naphthyridine-3-carboxylic acid